(6-bromopyridin-2-yl)(3,3-difluoro-4-hydroxy-1-azaspiro[4.4]nonan-1-yl)methanone BrC1=CC=CC(=N1)C(=O)N1CC(C(C12CCCC2)O)(F)F